dimethyl-azodiisoheptanenitrile CC(C(C#N)(N=NC(C#N)CCC(C)C)C)CC(C)C